3-carboxyl-2,2,5,5-tetramethylpyrrolidine C(=O)(O)C1C(NC(C1)(C)C)(C)C